methyl 7-[(2Z)-3-(3,5-dichloro-4-fluorophenyl)-4,4,4-trifluoro-1-oxo-2-buten-1-yl]furo[3,2-c]pyridine-4-carboxylate ClC=1C=C(C=C(C1F)Cl)/C(=C/C(=O)C=1C2=C(C(=NC1)C(=O)OC)C=CO2)/C(F)(F)F